Cl.FC1=C(C=CC(=C1)C1CNCC1)C=1N=C2SC3=C(N2C1)C=C(C(=C3)C(=O)NC)OC (2-fluoro-4-(pyrrolidin-3-yl)phenyl)-6-methoxy-N-methylbenzo[d]imidazo[2,1-b]thiazole-7-carboxamide hydrochloride